C(C)(C)(C)C=1C=C(C=CC1)[C@H]1CC2(CN(C2)C(=O)C2CC(C2)(O)CC)CC1 |r| (rac)-(6-(3-(tert-Butyl)phenyl)-2-azaspiro[3.4]octan-2-yl)((1r,3s)-3-ethyl-3-hydroxycyclobutyl)methanone